(2'S,4R)-2-(difluoromethyl)-2'-methyl-1'-[[1-(2-methylsulfonylethyl)triazol-4-yl]methyl]spiro[6,7-dihydrothieno[3,2-c]pyran-4,4'-piperidine] FC(C1=CC2=C(CCO[C@]23C[C@@H](N(CC3)CC=3N=NN(C3)CCS(=O)(=O)C)C)S1)F